CC=1N(C(C2=C(N1)C=C(N=C2C2=C(C=C(C(=C2)F)F)F)N2C[C@@H](OCC2)C=2C=NN(C2)C)=O)C 2,3-dimethyl-7-((2S)-2-(1-methyl-1H-pyrazol-4-yl)-4-morpholinyl)-5-(2,4,5-trifluorophenyl)pyrido[4,3-d]pyrimidin-4(3H)-one